N[C@@H]1CN(CC1)C1=C(C=NC(=C1C1=CC(=CC(=C1)F)Cl)OC)C(=O)N[C@H](C(F)(F)F)C 4-[(3S)-3-aminopyrrolidin-1-yl]-5-(3-chloro-5-fluorophenyl)-6-methoxy-N-[(2S)-1,1,1-trifluoropropan-2-yl]pyridine-3-carboxamide